chloro-N-(4'-(difluoromethyl)-[1,1'-biphenyl]-3-yl)-N-methyl-[1,2,4]triazolo[4,3-a]quinazolin-5-amine ClC1=NN=C2N1C1=CC=CC=C1C(=N2)N(C)C=2C=C(C=CC2)C2=CC=C(C=C2)C(F)F